BrCCCCCCCC(=O)OCC ethyl 8-bromooctanoate